FC(C1=CC=C(C=C1)C1CN(CC1)C(=O)C1=C(OC=2N=CN=C(C21)NC2(CC2)C)C)F 5-{3-[4-(difluoromethyl)phenyl]pyrrolidine-1-carbonyl}-6-methyl-N-(1-methylcyclopropyl)furo[2,3-d]pyrimidin-4-amine